glucosamine sulphate salt S(=O)(=O)(O)O.OC1[C@H](N)[C@@H](O)[C@H](O)[C@H](O1)CO